3-[4-(4-{2-azaspiro[3.3]heptan-6-yloxy}piperidin-1-yl)phenyl]-6-(benzyloxy)quinazolin-4-one C1NCC12CC(C2)OC2CCN(CC2)C2=CC=C(C=C2)N2C=NC1=CC=C(C=C1C2=O)OCC2=CC=CC=C2